CC(C)(C)[S@@](=O)/N=C/CC1=CC=CC=C1 (R,E)-2-methyl-N-(2-phenylethylidene)propane-2-sulfinamide